CN(C)CCOC(C=C)=O Dimethylaminoethylacrylat